(t-butyloxy)-4-ethoxy-3-cyclobutene-1,2-dione C(C)(C)(C)OC=1C(C(C1OCC)=O)=O